C1(CC1)C1=C(C=NN1C=1C=2C3=C(C(NC3=CC1)=O)C=CC2)C(=O)NC2=CC(=NC=C2)C(F)(F)F 5-cyclopropyl-1-(2-oxo-1,2-dihydrobenzo[cd]indol-6-yl)-N-(2-trifluoromethylpyridin-4-yl)-1H-pyrazole-4-carboxamide